COCCOC(=O)C=1N(C(=C(C1C(=O)O)C(=O)O)C(=O)O)C(C)(C)C (2-methoxyethyl)1-(tert-butyl)-1H-pyrrole-2,3,4,5-tetracarboxylic acid